ClC1=C(C(=NN1C)C1=NOC(=C1)C)C(=O)NC1CC2(C1)CCN(CC2)CCC(C)(C)C 5-Chloro-N-(7-(3,3-dimethylbutyl)-7-azaspiro[3.5]nonan-2-yl)-1-methyl-3-(5-methylisoxazol-3-yl)-1H-pyrazole-4-carboxamide